NC1=C(C=C(OC2=CC(=NC=C2)NC(C)=O)C=C1)NC N-(4-(4-amino-3-(methylamino)phenoxy)pyridin-2-yl)acetamide